(diethylamino-1,1-diethyl-ethyl)amine C(C)N(CC)CC(CC)(CC)N